C(C)C1=C(C=CC(=C1)O)N=C(N)C1=C(C=2N(N=C1)C=C(C2)C=2C=NC=CC2C)NC2CCN(CC2)S(=O)(=O)C N'-(2-ethyl-4-hydroxy-phenyl)-6-(4-methyl-3-pyridyl)-4-[(1-methylsulfonyl-4-piperidyl)amino]pyrrolo[1,2-b]pyridazine-3-carboxamidine